O1C2=C(OCC1)C=C(C=C2)C=2C(=C(COC=1C=C3CCN(CC3=C(C1)O)CC(=O)O)C=CC2)C 2-(6-((3-(2,3-dihydrobenzo[b][1,4]dioxin-6-yl)-2-methylbenzyl)oxy)-8-hydroxy-3,4-dihydroisoquinolin-2(1H)-yl)acetic acid